hexa-aminocobalt perchlorate Cl(=O)(=O)(=O)O.N[Co](N)(N)(N)(N)N